C(C)(C)(C)OC(=O)N1CCN(CC1)C=1C=NC(=CC1)O[C@@H]1C[C@@H]2N([C@@H](CN(C2)C2=C3C=CC=NC3=C(C=C2)C#N)C)CC1 4-(6-(((4R,8S,9aS)-2-(8-cyanoquinolin-5-yl)-4-methyloctahydro-2H-pyrido[1,2-a]pyrazin-8-yl)oxy)pyridin-3-yl)piperazine-1-carboxylic acid tert-butyl ester